ClC1=C2C(=NC=C1C=1C=C(C=CC1)N1C(CN(CC1)C(COC1=CC(=CC=C1)C1O[C@@H]([C@H]([C@@H]([C@H]1O)O)O)CO)=O)=O)NC=C2CC 1-(3-(4-chloro-3-ethyl-1H-pyrrolo[2,3-b]pyridin-5-yl)phenyl)-4-(2-(3-((3R,4R,5S,6R)-3,4,5-trihydroxy-6-(hydroxymethyl)tetrahydro-2H-pyran-2-yl)phenoxy)acetyl)piperazin-2-one